BrC1=CC=C2CC(N(C2=C1)C(C)=O)=O 6-bromo-N-acetylindolone